8-[2-chloro-6-(trifluoromethyl)-pyrimidin-4-yl]-N-(2,3-dihydro-1,4-benzoxazin-4-yl)-4-morpholino-quinoline-3-carboxamide ClC1=NC(=CC(=N1)C=1C=CC=C2C(=C(C=NC12)C(=O)NN1CCOC2=C1C=CC=C2)N2CCOCC2)C(F)(F)F